COC[C@H]1CNCCO1 (R)-2-(methoxymethyl)morpholine